FC(CO)COC1=C(C(=NN1C1OCCCC1)C)[N+](=O)[O-] 2-fluoro-3-((3-methyl-4-nitro-1-(tetra-hydro-2H-pyran-2-yl)-1H-pyrazol-5-yl)oxy)propan-1-ol